COC1=CC=C(C=C1)OCC#C 1-methoxy-4-(prop-2-yne-1-yloxy)benzene